N-BOC-3-Formyl-indole tert-butyl-(R)-4-(2,4-dichloropyrimidin-5-yl)-2-methylpiperazine-1-carboxylate C(C)(C)(C)OC(=O)N1[C@@H](CN(CC1)C=1C(=NC(=NC1)Cl)Cl)C.C(=O)(OC(C)(C)C)N1C=C(C2=CC=CC=C12)C=O